(E)-3-(6-aminopyridin-3-yl)-N-((7-chloro-5-(4-((3,3-dimethylazetidin-1-yl)sulfonyl)phenyl)benzofuran-2-yl)methyl)acrylamide NC1=CC=C(C=N1)/C=C/C(=O)NCC=1OC2=C(C1)C=C(C=C2Cl)C2=CC=C(C=C2)S(=O)(=O)N2CC(C2)(C)C